3-(5-cyanopyridin-3-yl)phenyl cycloheptylcarbamate C1(CCCCCC1)NC(OC1=CC(=CC=C1)C=1C=NC=C(C1)C#N)=O